dodecyltriiodosilane C(CCCCCCCCCCC)[Si](I)(I)I